FC(C1=NOC(=N1)N1[C@H]2CC(C[C@@H]1CC2)N2CCC(CC2)C(=O)O)(F)F 1-((1R,3R,5S)-8-(3-(trifluoromethyl)-1,2,4-oxadiazol-5-yl)-8-azabicyclo[3.2.1]octan-3-yl)piperidine-4-carboxylic Acid